O(C(=O)C)CCNC(C=C)=O N-acetoxylethyl-acrylamide